(+)-5-(p-cyanophenyl)-5,6,7,8-tetrahydroimidazo[1,5-a]pyridine dibenzoyl-L-tartrate C(C1=CC=CC=C1)(=O)[C@]([C@](C(=O)O)(O)C(C1=CC=CC=C1)=O)(O)C(=O)O.C(#N)C1=CC=C(C=C1)C1CCCC=2N1C=NC2